C(C)(C)(C)S(=O)(=O)CC=1C=C(C=CC1Cl)NC1=NC(=NC=C1C)NC1=CC(=C(C=C1)C1CCN(CC1)C)F N4-(3-((tert-Butylsulfonyl)methyl)-4-chlorophenyl)-N2-(3-fluoro-4-(1-methylpiperidin-4-yl)phenyl)-5-methylpyrimidine-2,4-diamine